3-(t-butyldimethylsilyloxy)glutaric anhydride [Si](C)(C)(C(C)(C)C)OC1CC(=O)OC(C1)=O